ClC=1C(=NC(=NC1)NC1CCOCC1)C1=CC=C2CN(C(C2=C1)=O)CC(=O)N1[C@H](C2=CC=CC(=C2CC1)CO)C 6-{5-chloro-2-[(oxan-4-yl)amino]pyrimidin-4-yl}-2-{2-[(1S)-5-(hydroxymethyl)-1-methyl-1,2,3,4-tetrahydroisoquinolin-2-yl]-2-oxoethyl}-2,3-dihydro-1H-isoindol-1-one